[N].C(C)(C)(C)C=1C=C(C=NC1)C1=CC2=C(C(CC(C(N2CC2=CC=C(C=C2)Cl)=O)NC(OC(C)(C)C)=O)(F)F)C=C1F tert-butyl N-[8-(5-tert-butyl-3-pyridyl)-1-[(4-chlorophenyl)methyl]-5,5,7-trifluoro-2-oxo-3,4-dihydro-1-benzazepin-3-yl]carbamate Nitrogen